C1(=CCCC1)C[C@@H](C(=O)[C@@]1(OC1)C)NC([C@H]([C@@H](C1=CC=C(C=C1)OC)O)NC([C@H](C)NC(CN1CCOCC1)=O)=O)=O (2S,3R)-N-[(2S)-3-(cyclopent-1-en-1-yl)-1-[(2R)-2-methyl-oxiran-2-yl]-1-oxopropan-2-yl]-3-hydroxy-3-(4-methoxyphenyl)-2-[(2S)-2-[2-(morpholin-4-yl)acetamido]propionylamino]propionamide